N-(4-bromophenethyl)-2-methoxyethan-1-amine BrC1=CC=C(CCNCCOC)C=C1